C1(=CC=CC=C1)N(C1=CC=C(C=C1)S1C=C(CC1CC(CCCC)CC)C1=CC=C(C=C1)N(C1=CC=CC=C1)C1=CC=CC=C1)C1=CC=CC=C1 1,3-bis(4-(diphenylamino)phenyl)-5-(2-ethylhexyl)-4H-thiophene